2-[4-(4-piperidylsulfonyl)anilino]-8-[rac-(1S,2S)-2-hydroxy-2-methyl-cyclopentyl]pyrido[2,3-d]pyrimidin-7-one N1CCC(CC1)S(=O)(=O)C1=CC=C(NC=2N=CC3=C(N2)N(C(C=C3)=O)[C@@H]3[C@@](CCC3)(C)O)C=C1 |r|